FC1([C@@H]([C@@H](N(C1)C(C(C)C)=O)CC=1C(=C(C=CC1)C1=CC(=CC=C1)OC)F)NS(=O)(=O)CC)F N-[(2S,3R)-4,4-difluoro-2-[(2-fluoro-3'-methoxy[1,1'-biphenyl]-3-yl)methyl]-1-(2-methylpropanoyl)pyrrolidin-3-yl]ethanesulfonamide